ClC1=C(C=CC=C1)CC(=O)NC1=CC(=C(C=C1)C1=CNC(=C1)C(C(F)F)=O)S(N)(=O)=O 2-(2-chlorophenyl)-N-{4-[5-(difluoroacetyl)-1H-pyrrol-3-yl]-3-sulfamoylphenyl}acetamide